C(C)C1=CC=C(C=C1)C(C=O)=O 1-(4-ethylphenyl)ethan-1,2-dione